phosphoryl-deoxythymidine-3'-yl-[3,4,5-tris(octadecyloxy) benzyl] succinate C(CCC(=O)[O-])(=O)OC(C1=CC(=C(C(=C1)OCCCCCCCCCCCCCCCCCC)OCCCCCCCCCCCCCCCCCC)OCCCCCCCCCCCCCCCCCC)[C@@]1(C[C@@H](O[C@@H]1CO)N1C(=O)NC(=O)C(C#P=O)=C1)O